7-(2-(2,6-dioxopiperidin-3-yl)-1-oxoisoindolin-5-yl)hept-6-ynoic acid O=C1NC(CCC1N1C(C2=CC=C(C=C2C1)C#CCCCCC(=O)O)=O)=O